diglycerol monooleate monostearate C(CCCCCCCCCCCCCCCCC)(=O)O.C(CCCCCCC\C=C/CCCCCCCC)(=O)O.OCC(O)CO.OCC(O)CO